CC([C@H](CC(=O)NC[C@H](CC1=C(C=C(C(=O)N)C=C1C)C)N(C)C)C1=CC=CC=C1)(C)C 4-[(2S)-3-[(3S)-4,4-dimethyl-3-phenylpentanamido]-2-(dimethylamino)propyl]-3,5-dimethylbenzamide